N-(4-fluoro-3-methylphenyl)-1,2,4-trimethyl-5-(2-((4-methyltetrahydro-2H-pyran-4-yl)amino)-2-oxoacetyl)-1H-pyrrole-3-carboxamide FC1=C(C=C(C=C1)NC(=O)C1=C(N(C(=C1C)C(C(=O)NC1(CCOCC1)C)=O)C)C)C